Cl.CC1(CN(C2=CC=CC=C12)C=1C=C(C=CC1)C[C@H](C(=O)O)[C@@H]1CNCC1)C (2S)-3-[3-(3,3-Dimethylindolin-1-yl)phenyl]-2-[(3R)-pyrrolidin-3-yl]propanoic acid hydrochloride